allyl 5-(((((S)-1-butoxy-1-oxopropan-2-yl)amino)(naphthalen-1-yloxy)phosphoryl) methyl)benzo[b]thiophene-2-carboxylate C(CCC)OC([C@H](C)NP(=O)(OC1=CC=CC2=CC=CC=C12)CC1=CC2=C(SC(=C2)C(=O)OCC=C)C=C1)=O